2-(7-(4-cyano-3-(trifluoromethyl)benzyloxy)-1,2,3,4-tetrahydrocyclopenta[b]indol-3-yl)acetic acid C(#N)C1=C(C=C(COC2=CC=3C4=C(NC3C=C2)C(CC4)CC(=O)O)C=C1)C(F)(F)F